OC(C)(C)C1=CC=C(C=C1)N1N=CC=2C(C1=O)=C(N(C2C)C2=CC(=CC=C2)OC)C 2-(4-(2-Hydroxypropan-2-yl)phenyl)-6-(3-methoxyphenyl)-5,7-dimethyl-2,6-dihydro-1H-pyrrolo[3,4-d]pyridazin-1-one